BrC1=CC=2C(=C3C(=NC2C=2C=CC=NC12)OC=N3)C=3C1=CN(N=C1C(=CC3)F)C3OCCCC3 5-Bromo-7-[7-fluoro-2-(oxan-2-yl)indazol-4-yl]-[1,3]oxazolo[5,4-b][1,7]phenanthroline